5-methyl-2-((4-(naphthalen-1-yloxy)butyryl)glycyl)-2-azabicyclo[3.1.0]hexane-3-carboxamide CC12CC(N(C2C1)C(CNC(CCCOC1=CC=CC2=CC=CC=C12)=O)=O)C(=O)N